ClC1=CC=C(CNCC(COC=2C=C3C(=C(N(C3=CC2)C2=CC=C(C=C2)C)C)C(C)=O)O)C=C1 1-(5-(3-((4-chlorobenzyl)amino)-2-hydroxyl-propoxy)-2-methyl-1-(p-tolyl)-1H-indol-3-yl)ethanone